ClC=1C=C(C=CC1Cl)[C@H](CO)NS(=O)(=O)C1=CC=C(C=C1)OC(F)(F)F (R)-N-(1-(3,4-dichlorophenyl)-2-hydroxyethyl)-4-(trifluoromethoxy)benzenesulfonamide